(2,6-dimethyl-4-(perfluoropropan-2-yl)phenyl)-2-fluoro-3-(methylamino)benzamide CC1=C(C(=CC(=C1)C(C(F)(F)F)(C(F)(F)F)F)C)C1=C(C(=C(C(=O)N)C=C1)F)NC